C(C)(C)(C)OC(CC1=C(OCC=2OC3=C(C2)C=C(C=C3I)C(=O)OC)C=CC=C1)=O methyl 2-((2-(2-(tert-butoxy)-2-oxoethyl)phenoxy)methyl)-7-iodobenzofuran-5-carboxylate